FC1(CCC(CC1)N1C(C(=CC=C1C(F)(F)F)NC(C1=C(C=C(C=C1)NS(=O)(=O)CCO)N1CCC2(CC2)CC1)=O)=O)F N-(1-(4,4-difluorocyclohexyl)-2-oxo-6-(trifluoromethyl)-1,2-dihydropyridin-3-yl)-4-((2-hydroxyethyl)sulfonamido)-2-(6-azaspiro[2.5]octan-6-yl)benzamide